C(C)(CC)[Sn](OC(C)(C)C)(OC(C)(C)C)OC(C)(C)C secondary-butyltris(t-butoxy)tin